5-[(2,5-dichloro-6-methyl-pyrimidin-4-yl)amino]-3-(3-hydroxy-3-methyl-butyl)-1-methyl-benzimidazol-2-one ClC1=NC(=C(C(=N1)NC1=CC2=C(N(C(N2CCC(C)(C)O)=O)C)C=C1)Cl)C